ClC1=CC(=C(CC2=CC=C3C(=N2)C=CS3)C=C1)F 5-(4-chloro-2-fluorobenzyl)thieno[3,2-b]pyridine